5-[(3-bromo-4-chloro-anilino)methylene]-2,2-dimethyl-1,3-dioxane-4,6-dione BrC=1C=C(NC=C2C(OC(OC2=O)(C)C)=O)C=CC1Cl